C1(CC1)N1C(NC2=CC=CC=C2C1=O)=O 3-cyclopropyl-2,4-dioxo-1,2,3,4-tetrahydroquinazolin